ClC1=C(C(=O)NC2=NN=NN2C)C=CC(=C1SC)C(F)(F)F 2-chloro-3-methylsulfanyl-N-(1-methyltetrazol-5-yl)-4-(trifluoromethyl)benzamide